NC1=NC=CC=C1C1=NC=2C(=NC(=CC2)Br)N1C=1C=C2CC[C@@H](C2=CC1)NC(C1=CN=C(C=C1)C)=O (S)-N-(5-(2-(2-aminopyridin-3-yl)-5-bromo-3H-imidazo[4,5-b]pyridin-3-yl)-2,3-dihydro-1H-inden-1-yl)-6-methylnicotinamide